tert-butyl (2S,4S)-2-(2,5-difluorophenyl)-4-(2,2,2-trifluoro-N-methylacetamido)piperidine-1-carboxylate FC1=C(C=C(C=C1)F)[C@H]1N(CC[C@@H](C1)N(C(C(F)(F)F)=O)C)C(=O)OC(C)(C)C